FC(C(=O)N(C1C(C1)C1=CC=C(C=C1)F)CC1CCN(CC1)C(=O)OC(C)(C)C)(F)F Tert-Butyl 4-((2,2,2-trifluoro-N-(2-(4-fluorophenyl)cyclopropyl)acetamido)methyl)piperidine-1-carboxylate